4-((3R,5R)-5-((3-bromo-1-methyl-2-oxo-1,2-dihydropyridin-4-yl)amino)-1-methylpiperidin-3-yl)benzoic acid BrC=1C(N(C=CC1N[C@@H]1C[C@@H](CN(C1)C)C1=CC=C(C(=O)O)C=C1)C)=O